carenol CC1=CC2(C(C2(C)C)CC1)O